FC=1C(=C(C(=CC1C(NC)=O)F)C=1N=C2N(C=CC(=C2)C(F)F)C1C[C@H]1CN(CCO1)C(=O)OC)OC methyl (S)-2-((2-(3,6-difluoro-2-methoxy-4-(methylcarbamoyl)-phenyl)-7-(difluoromethyl)imidazo[1,2-a]pyridin-3-yl)methyl)morpholine-4-carboxylate